N1-lauryl-N1,N3,N3-trimethylpropane-1,3-diamine C(CCCCCCCCCCC)N(CCCN(C)C)C